binaphthol diacetate C(C)(=O)O.C(C)(=O)O.C=1(C(=CC=C2C=CC=CC12)O)C1=CC=CC2=CC=CC=C12